tert-butyl 5-[4-[4-[[(5-tert-butyl-1,2,4-oxadiazole-3-carbonyl)amino]methyl]-3-methyl-phenyl]pyrrolo[2,1-f][1,2,4]triazin-6-yl]isoindoline-2-carboxylate C(C)(C)(C)C1=NC(=NO1)C(=O)NCC1=C(C=C(C=C1)C1=NC=NN2C1=CC(=C2)C=2C=C1CN(CC1=CC2)C(=O)OC(C)(C)C)C